(N-(5-fluoro-2-(piperidin-1-yl)pyridin-3-yl)sulfamoyl)-N-hydroxybenzo[b]thiophene-2-carboxamide FC=1C=C(C(=NC1)N1CCCCC1)NS(=O)(=O)C=1C2=C(SC1C(=O)NO)C=CC=C2